(((4-bromo-2,5-dimethoxyphenethyl)amino)-methyl)acetamide BrC1=CC(=C(CCNCCC(=O)N)C=C1OC)OC